methyl 6-[(2,2,3,3-tetramethyl-4,7,10,13,16,19-hexaoxa-3-silahenicosan-21-yl)oxy]naphthalene-1-carboxylate CC(C)([Si](OCCOCCOCCOCCOCCOCCOC=1C=C2C=CC=C(C2=CC1)C(=O)OC)(C)C)C